O1-tert-butyl O2-methyl (2S)-4-(3-amino-3-methyl-butyl)-5-oxo-pyrrolidine-1,2-dicarboxylate NC(CCC1C[C@H](N(C1=O)C(=O)OC(C)(C)C)C(=O)OC)(C)C